C1(C=CCCC1)N1C(C2=CC=CC=C2C1=O)=O 2-cyclohex-2-en-1-ylisoindoline-1,3-dione